IC1=C(C(=C(C(=C1C1=CC=CC=C1)C1=CC=CC=C1)I)C1=CC=CC=C1)C1=CC=CC=C1 1,4-diiodo-2,3,5,6-tetraphenyl-benzene